N1C=C(C=2C1=CN=CC2)CN2N=CC1=C(C2=O)N(C2=C1CCN(C2)S(=O)(=O)CCOC)C 3-((1H-pyrrolo[2,3-c]pyridin-3-yl)methyl)-7-((2-methoxyethyl)sulfonyl)-5-methyl-6,7,8,9-tetrahydro-3H-pyrido[4',3':4,5]pyrrolo[2,3-d]pyridazin-4(5H)-one